BrC1=C(C=C(C#N)C(=C1)Br)C#N 4,6-dibromo-isophthalonitrile